(E)-3-(4-ethoxy-4-oxobut-2-en-1-yl)azetidine-1-carboxylic acid tert-butyl ester C(C)(C)(C)OC(=O)N1CC(C1)C\C=C\C(=O)OCC